(5-(6-((2S,6R)-2-(hydroxymethyl)-6-methylmorpholino)-1H-benzo[d]imidazol-2-yl)-1H-pyrrol-3-yl)(2-(trifluoromethyl)phenyl)methanone OC[C@H]1O[C@@H](CN(C1)C=1C=CC2=C(NC(=N2)C2=CC(=CN2)C(=O)C2=C(C=CC=C2)C(F)(F)F)C1)C